β-(aminoethyl)-γ-aminopropyltrisilanol NCCC(C[SiH]([SiH2][SiH3])O)CN